1'-{2-[4-(3-methanesulfonyloxetan-3-yl)phenoxy]ethyl}-1-methyl-2-oxo-1,2-dihydrospiro[indole-3,4'-piperidine]-5-carbonitrile CS(=O)(=O)C1(COC1)C1=CC=C(OCCN2CCC3(CC2)C(N(C2=CC=C(C=C23)C#N)C)=O)C=C1